COC1=C(C(=CC=C1)OC)C1=CC=2C(=CN=C(C2)N)N1C 2-(2,6-dimethoxyphenyl)-1-methylpyrrolo[2,3-c]pyridin-5-amine